3-[2-acetyl-3-(4-bromophenyl)-3,4-dihydropyrazol-5-yl]-4-benzyl-6-chloro-1H-quinolin-2-one C(C)(=O)N1N=C(CC1C1=CC=C(C=C1)Br)C=1C(NC2=CC=C(C=C2C1CC1=CC=CC=C1)Cl)=O